4-(3,4-epoxycyclohexyl)butylmethyldimethoxysilane butyl-N-[(1S)-2-(1-aminopropylideneamino)-1-methyl-2-oxo-ethyl]carbamate C(CCC)OC(N[C@H](C(=O)N=C(CC)N)C)=O.C1(CC2C(CC1)O2)CCCC[Si](OC)(OC)C